N1(CCOCC1)C1=CC2=C(N=N1)C(NC(N2)=O)=S 3-(morpholin-4-yl)-8-sulfanylidene-7,8-dihydropyrimido[5,4-c]pyridazin-6(5H)-one